ClC1=C(C=CC=C1)N1C=NC=C1C(=O)NC=1SC(=NN1)OCC1=NC=C(C=C1)Cl 1-(2-chlorophenyl)-N-(5-((5-chloropyridin-2-yl)methoxy)-1,3,4-thiadiazol-2-yl)-1H-imidazole-5-carboxamide